C(CCCCCCC)C(CCCCCCCC)OC(CCCCCCCOC(=O)[C@H]1N(C[C@H](C1)O)C(=O)OC(C)(C)C)=O (2S,4S)-4-hydroxypyrrolidine-1,2-dicarboxylic acid O1-tert-butyl ester O2-[8-(1-octylnonyloxy)-8-oxo-octyl] ester